(pyrimidin-4-yl)azetidine-3-carboxamide N1=CN=C(C=C1)N1CC(C1)C(=O)N